(4-benzyl-2-methyl-1H-indol-3-yl)-pyrrole-2,5-dione C(C1=CC=CC=C1)C1=C2C(=C(NC2=CC=C1)C)C=1C(NC(C1)=O)=O